FCC(C(C(CCCCCCCCC)(F)F)(F)F)(F)F 1,2,2,3,3,4,4-heptafluorotridecane